methyl 3-bromo-5-fluoropyridineformate BrC=1C(=NC=C(C1)F)C(=O)OC